ClC1=CN=CC(=N1)C1=NC(=NC(=N1)NC1CCC(CC1)(F)F)NC1CCC(CC1)(F)F 6-(6-chloropyrazin-2-yl)-N2,N4-bis(4,4-difluorocyclohexyl)-1,3,5-triazine-2,4-diamine